FC1=CC(=C(C=C1F)C1=NN=C(C2=CC=CC=C12)NCC(CO)O)O 3-[[4-(4,5-difluoro-2-hydroxy-phenyl)phthalazin-1-yl]amino]propane-1,2-diol